ClC1=CC=C(C=C1)C=1C=C(C(N(N1)C1=NN(C=C1)C)=O)C(=O)O 6-(4-chlorophenyl)-2-(1-methyl-1H-pyrazol-3-yl)-3-oxo-2,3-dihydropyridazine-4-carboxylic acid